N-(4-fluorobenzyl)-2-[(3R)-3-methyl-[1,4'-bipiperidine]-1'-yl]-1,3-thiazole-5-carboxamide FC1=CC=C(CNC(=O)C2=CN=C(S2)N2CCC(CC2)N2C[C@@H](CCC2)C)C=C1